COC(=O)[C@]12[C@@H](C[C@@H](CC1)C2)Br (1S,2R,4S)-2-bromobicyclo[2.2.1]heptane-1-carboxylic acid methyl ester